C1(CCCCC1)C(C(=O)ONC(OCC(Cl)(Cl)Cl)=O)C 2,2,2-trichloroethyl ((2-cyclohexylpropanoyl)oxy)carbamate